CN1C(=NC=C1C)C=O 1,5-DIMETHYL-1H-IMIDAZOLE-2-CARBALDEHYDE